C[C@@H]1CN(C[C@@H](N1)C)C1=NNC2=CC(=CC=C12)[N+](=O)[O-] 3-((3r,5s)-3,5-dimethylpiperazin-1-yl)-6-nitro-1H-indazole